4-(4-amino-3-(3-fluoro-4-phenoxyphenyl)-1H-pyrazolo[3,4-d]pyrimidin-1-yl)piperidine-1-carboxylic acid tert-butyl ester C(C)(C)(C)OC(=O)N1CCC(CC1)N1N=C(C=2C1=NC=NC2N)C2=CC(=C(C=C2)OC2=CC=CC=C2)F